ClC1=C2C(=NC=C1C=1C=C(C=CC1)[C@@H]1C(NCCC1)=O)NCC21CC1 (R)-3-(3-(4'-Chloro-1',2'-dihydrospiro[cyclopropane-1,3'-pyrrolo[2,3-b]pyridin]-5'-yl)phenyl)piperidin-2-one